C(=O)C1CCC(CC1)N1N=C(C(=C1)NC(=O)C=1C=NN2C1N=CC=C2)OC(F)(F)F N-(1-((1R,4R)-4-formylcyclohexyl)-3-(trifluoromethoxy)-1H-pyrazol-4-yl)pyrazolo[1,5-a]pyrimidine-3-carboxamide